N-({4-amino-1H,3H-furo[3,4-c]quinolin-7-yl}methyl)-6-cyclopropyl-N-{5-methyl-4-oxo-4H,5H,6H,7H-pyrazolo[1,5-a]pyrazin-3-yl}pyridine-3-carboxamide NC1=NC=2C=C(C=CC2C2=C1COC2)CN(C(=O)C=2C=NC(=CC2)C2CC2)C=2C=NN1C2C(N(CC1)C)=O